3-Hydroxy-4-(5H-imidazo[5,1-a]isoindol-5-yl)-N,N-dimethylpiperidin-1-sulfonamid OC1CN(CCC1C1N2C(C3=CC=CC=C13)=CN=C2)S(=O)(=O)N(C)C